N1=C2C(=CC=C1)CCC2=O 5H-cyclopenta[b]pyridin-7(6H)-one